O1CCOC2=C1C=CC(=C2)S(=O)(=O)C2=CC=C(C=C2)NC(=O)NCC=2C=NC=CC2 1-[4-(2,3-dihydro-1,4-benzodioxine-6-sulfonyl)phenyl]-3-(pyridin-3-ylmethyl)urea